1-(4-methyl-2-(piperidin-1-yl)quinolin-6-yl)-3-(2-(piperazin-1-yl)ethyl)thiourea CC1=CC(=NC2=CC=C(C=C12)NC(=S)NCCN1CCNCC1)N1CCCCC1